N-(3',4',5'-trifluorobiphenyl-2-yl)-3-(chlorofluoromethyl)-1-methylpyrazol-4-ylcarboxamide FC=1C=C(C=C(C1F)F)C1=C(C=CC=C1)NC(=O)C=1C(=NN(C1)C)C(F)Cl